2-(4-bromophthalazin-1-yl)-5-methylphenol BrC1=NN=C(C2=CC=CC=C12)C1=C(C=C(C=C1)C)O